6-(5-(((Tert-butyldimethylsilyl)oxy)methyl)-2-oxooxazolidin-3-yl)-2H-pyrido[3,2-b][1,4]oxazin-3(4H)-one [Si](C)(C)(C(C)(C)C)OCC1CN(C(O1)=O)C=1C=CC=2OCC(NC2N1)=O